epoxyoxazine O1NC2=C(C=C1)O2